2,4-bis(octylthio)-6-(4-hydroxy-3,5-di-t-butylanilino)-1,3,5-triazine C(CCCCCCC)SC1=NC(=NC(=N1)SCCCCCCCC)NC1=CC(=C(C(=C1)C(C)(C)C)O)C(C)(C)C